C(N)(=O)C1=C(NC(=C(C1C1=CC=C(C(=O)OCC2=CC=CC=C2)C=C1)C=1OC(=NN1)C)CC)CC(C)C benzyl 4-(3-carbamoyl-6-ethyl-2-isobutyl-5-(5-methyl-1,3,4-oxadiazol-2-yl)-1,4-dihydropyridin-4-yl)benzoate